2-((1-benzyl-6-methyl-1H-indol-5-yl)amino)-5-cyclopropyl-nicotinic acid C(C1=CC=CC=C1)N1C=CC2=CC(=C(C=C12)C)NC1=C(C(=O)O)C=C(C=N1)C1CC1